3-hydroxy-4(1H)-pyridone OC1=CNC=CC1=O